FC1=CC=C(C(=N1)OC)NC=C1C(OC(OC1=O)(C)C)=O 5-(((6-fluoro-2-methoxypyridin-3-yl)amino)methylene)-2,2-dimethyl-1,3-dioxane-4,6-dione